N-(5-methylthiazol-2-yl)-1-(pyridin-4-ylmethyl)-1H-pyrrole-2-carboxamide CC1=CN=C(S1)NC(=O)C=1N(C=CC1)CC1=CC=NC=C1